[N+](=O)([O-])C1=CC=2C3CN(CC(C2C=C1[N+](=O)[O-])C3)C(C(F)(F)F)=O 1-(4,5-Dinitro-10-aza-tricyclo[6.3.1.02,7]dodeca-2(7),3,5-trien-10-yl)-2,2,2-trifluoro-ethanone